C(C)(C)(C)C=1SC(=C(N1)C=1C(=C(C=CC1)C(CC)S(=O)(=O)N)F)C1=NC(=NC=C1)NC1CNCC1 (3-{2-tert-butyl-5-[2-(pyrrolidin-3-ylamino)pyrimidin-4-yl]-1,3-thiazol-4-yl}-2-fluorophenyl)propane-1-sulfonamide